N1=CC(=CC=C1)NS(=O)(=O)CC N-(3-pyridyl)ethanesulfonamide